C(#N)CCN(C(C=C)=O)CCC#N N,N-bis(2-cyanoethyl)acrylamide